(R)-benzyl 2-(((benzyloxy)carbonyl)amino)-3-(3-(1,4-diethyl-1H-pyrazol-3-yl)-5-fluorobenzamido)propanoate C(C1=CC=CC=C1)OC(=O)N[C@@H](C(=O)OCC1=CC=CC=C1)CNC(C1=CC(=CC(=C1)F)C1=NN(C=C1CC)CC)=O